6-[4-(4-nitrophenyl)-1-piperidyl]-2-azaspiro[3.3]heptane [N+](=O)([O-])C1=CC=C(C=C1)C1CCN(CC1)C1CC2(CNC2)C1